N-methyl-1-(5-(methylamino)nicotinyl)pyrrolidine-2-carboxamide CNC(=O)C1N(CCC1)CC1=CN=CC(=C1)NC